ClC1=NC(=NC(=C1)C1=C(C=CC=C1C)C)NS(=O)(=O)C1=CC=CC(=N1)C(=O)O 6-[[4-chloro-6-(2,6-dimethylphenyl)pyrimidin-2-yl]sulfamoyl]pyridine-2-carboxylic acid